4-(benzyloxy)-1-(2-fluoroethyl)-2-nitrobenzene C(C1=CC=CC=C1)OC1=CC(=C(C=C1)CCF)[N+](=O)[O-]